NC1C(CC(CC1C)C)C 4-amino-3,5-dimethylcyclohexylmethane